ClC1=CC(=C(COC=2C=C(C=CC2)N2C=NN(CC2)CC2=NC3=C(N2C[C@H]2OCC2)C=C(C=C3F)C(=O)O)C=C1)OC (S)-2-(4-(3-((4-chloro-2-methoxybenzyl)oxy)phenyl)-5,6-dihydro-1,2,4-triazin-1(4H)-ylmethyl)-4-fluoro-1-(oxetan-2-ylmethyl)-1H-benzo[d]imidazole-6-carboxylic acid